C(SC)(OCC1=CC=CC=C1)=S O-benzyl S-methyl dithiocarbonate